N,N'-bis-(2-(3,5-di-tert-butyl-4-hydroxyphenyl)acetyl)hexanediamine C(C)(C)(C)C=1C=C(C=C(C1O)C(C)(C)C)CC(=O)NC(CCCCC)NC(CC1=CC(=C(C(=C1)C(C)(C)C)O)C(C)(C)C)=O